C(C)N1N=CC(=C1)OC1=C(C=C(COC2=NC(N3C(N4C(COCC4)C3)=C2)=O)C=C1F)F 7-((4-((1-Ethyl-1H-pyrazol-4-yl)oxy)-3,5-difluorobenzyl)oxy)-3,4,11,11a-tetrahydropyrimido[6',1':2,3]imidazo[5,1-c][1,4]oxazin-9(1H)-one